C1CC=CCC1 (R,S)-3-cyclohexene